CN1C(N=CC=2N=C(N(C12)C)C=O)=O 3,9-dimethyl-2-oxo-3,9-dihydro-2H-purine-8-carbaldehyde